ClCC(OC)OC 2-chloro-1,1-dimethoxy-ethane